C1=NC(=C2C(=N1)N(C=N2)[C@H]3[C@@H]([C@@H]([C@H](O3)COP(=O)(O)OP(=O)(O)OC[C@@H]4[C@H]([C@@H]5[C@H](O4)OP(=O)(O5)O)O)O)O)N The molecule is a ribose monophosphate. It derives from an ADP-D-ribose. It is a conjugate acid of an ADP-D-ribose 1'',2''-cyclic phosphate(3-).